2-(((3R,4R)-3-fluoro-1-(2-(4-(trifluoromethoxy)phenyl)acetyl)piperidin-4-yl)oxy)nicotinamide F[C@@H]1CN(CC[C@H]1OC1=C(C(=O)N)C=CC=N1)C(CC1=CC=C(C=C1)OC(F)(F)F)=O